2-amino-3-(pentyloxy)propanoic acid NC(C(=O)O)COCCCCC